tert-butyl (1-(6-bromo-1-methyl-1H-pyrrolo[3,2-b]pyridin-5-yl)-2-(3,5-difluorophenyl)ethyl)carbamate BrC=1C=C2C(=NC1C(CC1=CC(=CC(=C1)F)F)NC(OC(C)(C)C)=O)C=CN2C